4-methyl-1-(2-(piperazin-1-yl)propyl)-5-((4-((6-(2,2,2-trifluoroethyl)thieno[2,3-d]pyrimidin-4-yl)amino)piperidin-1-yl)methyl)-1H-indole-2-carbonitrile CC1=C2C=C(N(C2=CC=C1CN1CCC(CC1)NC=1C2=C(N=CN1)SC(=C2)CC(F)(F)F)CC(C)N2CCNCC2)C#N